3-(3-methoxyphenyl)-2-propenoic acid COC=1C=C(C=CC1)C=CC(=O)O